2-(CYCLOPROPYLMETHOXY)-4-TRIFLUOROMETHYLPHENYLBORONIC ACID C1(CC1)COC1=C(C=CC(=C1)C(F)(F)F)B(O)O